FC=1C=C(C=C(C1)F)[C@@H]1N(OCC1)C(=O)[C@H]1[C@H](CN(CC1)C=1OC=NN1)F ((R)-3-(3,5-difluorophenyl)isoxazolidin-2-yl)((3R,4S)-3-fluoro-1-(1,3,4-oxadiazol-2-yl)piperidin-4-yl)methanone